1-(6-(((1-(4-(6-hydroxy-2-phenyl-1,2,3,4-tetrahydronaphthalen-1-yl)phenyl)piperidin-4-yl)(methyl)amino)methyl)pyridazin-3-yl)dihydropyrimidine-2,4(1H,3H)-dione OC=1C=C2CCC(C(C2=CC1)C1=CC=C(C=C1)N1CCC(CC1)N(C)CC1=CC=C(N=N1)N1C(NC(CC1)=O)=O)C1=CC=CC=C1